C(#N)C1=NC=C(C(=O)NC=2C=CC(=NC2)C=2N=NN(C2NC(O[C@H](C)C=2C(=NC=CC2)Cl)=O)C)C=C1 (R)-1-(2-chloropyridin-3-yl)ethyl (4-(5-(6-cyanonicotinamido)pyridin-2-yl)-1-methyl-1H-1,2,3-triazol-5-yl)carbamate